ClC1=NC=CC(=N1)NC=1N=CC=2CCC3=C(C2C1F)NC1=C3C(NC[C@@H]1C)=O (S)-2-((2-chloropyrimidin-4-yl)amino)-1-fluoro-10-methyl-5,6,8,9,10,11-hexahydro-7H-pyrido[3',4':4,5]pyrrolo[2,3-f]isoquinolin-7-one